C1(CCCC1)N(S(=O)(=O)NC=1C(=C(C(=O)C2=CNC3=NC=C(C=C32)C=3C=NC(=NC3)OC)C(=CC1)F)F)C 3-[3-[[cyclopentyl(methyl)sulfamoyl]amino]-2,6-difluoro-benzoyl]-5-(2-methoxypyrimidin-5-yl)-1H-pyrrolo[2,3-b]pyridine